FC1=CC=C(C=C1)N1N=C(C=C1S(=O)C)C(=O)N 1-(4-fluorophenyl)-5-(methylsulfinyl)-1H-pyrazole-3-carboxamide